2-((3aR,5r,6aS)-5-benzyl-5-hydroxyhexahydrocyclopenta[c]pyrrol-2(1H)-yl)-1-(3'-methyl-[1,1'-biphenyl]-4-yl)ethanone C(C1=CC=CC=C1)C1(C[C@@H]2[C@@H](CN(C2)CC(=O)C2=CC=C(C=C2)C2=CC(=CC=C2)C)C1)O